N-[5-[8-amino-6-methyl-3-(trideuteriomethyl)imidazo[1,5-a]pyrazin-1-yl]-6-methyl-2-pyridyl]-2-(3-fluorophenyl)-2-hydroxy-acetamide NC=1C=2N(C=C(N1)C)C(=NC2C=2C=CC(=NC2C)NC(C(O)C2=CC(=CC=C2)F)=O)C([2H])([2H])[2H]